CC1=C(C2=C(N=N1)SC1=C2N=CN=C1C1CCN(CC1)C(=O)C1OCCC1)C (4-(3,4-dimethylpyrimidino[4',5':4,5]thieno[2,3-c]pyridazin-8-yl)piperidin-1-yl)(tetrahydrofuran-2-yl)methanone